CC1=NN=C(S1)C=1C=C2C=C(N=CC2=CC1)NC(=O)C1CCNCC1 N-(6-(5-methyl-1,3,4-thiadiazol-2-yl)isoquinolin-3-yl)piperidine-4-carboxamide